(1S,2R)-N-(8-amino-7-fluoro-6-(1-methyl-1H-pyrrol-2-yl)isoquinolin-3-yl)-2-fluorocyclopropane-1-carboxamide NC=1C(=C(C=C2C=C(N=CC12)NC(=O)[C@H]1[C@@H](C1)F)C=1N(C=CC1)C)F